C(C)N(C(C=C)=O)CC(C)O N-ethyl-N-(2-hydroxypropyl)acrylamide